(2-isopropyloxybenzylidene)ruthenium ruthenium (VI) chloride [Ru](Cl)(Cl)(Cl)(Cl)(Cl)Cl.C(C)(C)OC1=C(C=[Ru])C=CC=C1